ClC=1N=C(C2=C(N1)SC=N2)OCCC2=CNC1=CC=C(C=C21)F 5-Chloro-7-(2-(5-fluoro-1H-indol-3-yl)ethoxy)thiazolo[5,4-d]pyrimidine